COC1=C(C=CC=C1)C1=NC(=NC=C1)NC1=CC2=C(C(=CC(O2)=O)N2CCNCC2)C=C1 7-{[4-(2-methoxyphenyl)pyrimidin-2-yl]amino}-4-(piperazin-1-yl)-2H-benzopyran-2-one